[Si](C1=CC=CC=C1)(C1=CC=CC=C1)(C(C)(C)C)OCC1CCC2CCCN12 3-(((tert-butyldiphenylsilyl)oxy)methyl)hexahydro-1H-pyrrolizin